OC[C@H]1CN(CC1)C1=NC(N(C2=CC(=CC=C12)C(F)(F)F)C1=C(C=CC=C1)C)=O (R)-4-(3-(hydroxymethyl)pyrrolidin-1-yl)-1-(o-tolyl)-7-(trifluoromethyl)quinazolin-2(1H)-one